butyl 2-(3-chloro-2-oxopyrazin-1(2H)-yl)acetate ClC=1C(N(C=CN1)CC(=O)OCCCC)=O